CN1C(=CC=C1[Sn](C)(C)C)[Sn](C)(C)C N-methyl-2,5-bis-trimethylstannyl-pyrrole